N-(3-(2-chloro-3-phenylanilino)benzoyl)Isothiazol ClC1=C(NC=2C=C(C(=O)N3SC=CC3)C=CC2)C=CC=C1C1=CC=CC=C1